C[C@@H]1CN(CCO1)C=1N=C(C2=C(N1)C(N(C2)C(C)C)=O)NC2=CC=C(C=C2)CCCCC 2-[(2R)-2-methylmorpholin-4-yl]-4-[(4-pentylphenyl)amino]-6-(prop-2-yl)-5,6-dihydro-7H-pyrrolo[3,4-d]pyrimidin-7-one